4-(tert-butoxy)-6,8-difluoro-7-(6-methyl-1-(tetrahydro-2H-pyran-2-yl)-5-(trifluoromethyl)-1H-indazol-4-yl)-2-(methylthio)quinazoline C(C)(C)(C)OC1=NC(=NC2=C(C(=C(C=C12)F)C1=C2C=NN(C2=CC(=C1C(F)(F)F)C)C1OCCCC1)F)SC